7-methyl-pteridine CC1=CN=C2C=NC=NC2=N1